2-(bromomethyl)-7-(5-fluoro-2-(((3S,4r)-3-hydroxytetrahydro-2H-pyran-4-yl)amino)pyrimidin-4-yl)-1-isopropyl-3-methylquinolin-4(1H)-one BrCC=1N(C2=CC(=CC=C2C(C1C)=O)C1=NC(=NC=C1F)N[C@H]1[C@@H](COCC1)O)C(C)C